FC(C(=O)N)(C1=CC=C(C=C1)C(C)(C)F)F 2,2-difluoro-2-(4-(2-fluoroprop-2-yl)phenyl)acetamide